BrC1=CC2=C(N=C(N=C2)S(=O)(=O)C)N2C1=NCC2 6-bromo-2-(methylsulfonyl)-8,9-dihydroimidazo[1',2':1,6]pyrido[2,3-d]pyrimidine